CC1=C(C(=CC(=C1N)CC)CC)N 2-methyl-4,6-diethyl-1,3-phenylenediamine